ethyl 4-bromo-2-methylquinoline-6-carboxylate BrC1=CC(=NC2=CC=C(C=C12)C(=O)OCC)C